(3R,4R,5S)-5-(difluoromethyl)piperidine-3,4-diol FC([C@@H]1[C@H]([C@@H](CNC1)O)O)F